5-(3-cyano-6-(1-(methyl-d3)-1H-pyrazol-4-ylpyrazolo[1,5-a]pyridin-4-yl)pyridin-2-yl)-3,6-diazabicyclo[3.1.1]heptane-6-carboxylate C(#N)C=1C(=NC(=CC1)C=1C=2N(C=CC1)N=C(C2)C=2C=NN(C2)C([2H])([2H])[2H])C21CNCC(N2C(=O)[O-])C1